tri-n-butyl phosphite P(OCCCC)(OCCCC)OCCCC